CC(C(=O)O)(C)C1=CC(=C(C=C1)C)CCN[C@H](C1=CC=CC=C1)[C@H]1C(NC2=CC=CN=C2C1)=O 2-methyl-2-(4-methyl-3-(2-(((S)-((S)-2-oxo-1,2,3,4-tetrahydro-1,5-naphthyridin-3-yl)(phenyl)methyl)amino)ethyl)phenyl)propanoic acid